6-bromo-4-methyl-1,3-dihydro-2-benzofuran BrC=1C=C(C2=C(COC2)C1)C